1,2-dibutyl-pyrazolidine-3,5-dione C(CCC)N1N(C(CC1=O)=O)CCCC